[2-[2-(difluoromethoxy)-3-pyridyl]-5H-pyrrolo[3,2-d]pyrimidin-7-yl]-[4-[1-(1-methylazetidin-3-yl)-4-(trifluoromethyl)imidazol-2-yl]phenyl]methanol FC(OC1=NC=CC=C1C=1N=CC2=C(N1)C(=CN2)C(O)C2=CC=C(C=C2)C=2N(C=C(N2)C(F)(F)F)C2CN(C2)C)F